O(C1=CC=CC=C1)[Sn](OC1=CC=CC=C1)(OC1=CC=CC=C1)OC1=CC=CC=C1 tetra-phenoxytin